ClC1=CC=C(C(=O)C2=C(C=CC(=C2)OC)NC(CCC(=O)[O-])=O)C=C1 4-((2-(4-chlorobenzoyl)-4-methoxyphenyl)amino)-4-oxobutanoate